FC1=C(C(=O)N([C@H]2CNCCC2)C2=NC=CC3=CC=CC(=C23)C)C=CC(=C1)NC1=NC=CC(=N1)N1CCC(CC1)C1=CC=NC=C1 (R)-2-fluoro-N-(8-methylisoquinolin-1-yl)-N-(piperidin-3-yl)-4-((4-(4-(pyridin-4-yl)piperidin-1-yl)pyrimidin-2-yl)amino)benzamide